FC(OC=1C=CC(=NC1)C1=CC2=C(SCC(N2)=O)C=C1)(F)F 6-(5-(trifluoromethoxy)pyridin-2-yl)-2H-benzo[b][1,4]thiazin-3(4H)-one